ethyl 2-(7-cyano-3-fluoro-5-isopropylbenzo[b]thiophen-2-yl)-4-methylthiazole-5-carboxylate C(#N)C1=CC(=CC2=C1SC(=C2F)C=2SC(=C(N2)C)C(=O)OCC)C(C)C